C1(=CC(=CC=C1)C=1N(C2=CC=CC=C2C1)C1OC(C2=CC=CC=C12)=O)C 3-(2-(m-tolyl)-1H-indol-1-yl)isobenzofuran-1(3H)-one